N'-(6-bromo-3-chloropyrazin-2-yl)tert-butoxycarbohydrazide BrC1=CN=C(C(=N1)N(NOC(C)(C)C)C(=O)NN)Cl